5-((5-(2-(((1R,3R)-3-aminocyclopentyl)oxy)-6-methoxyphenyl)-1H-pyrazol-3-yl)amino)pyrazine-2-carbonitrile N[C@H]1C[C@@H](CC1)OC1=C(C(=CC=C1)OC)C1=CC(=NN1)NC=1N=CC(=NC1)C#N